sodium p-tert-pentylphenoxide C(C)(C)(CC)C1=CC=C([O-])C=C1.[Na+]